BrC=1C(=C(C(=C(C1)CO)NC)[N+](=O)[O-])C [5-Bromo-4-methyl-2-(methylamino)-3-nitrophenyl]methanol